BrC1=C(C=C(C=C1O)O)C=CC1=CC=C(O)C=C1 bromo-resveratrol